(R)-1-methoxy-5-((2-methyl-1,4-diazepan-1-yl)sulfonyl)isoquinoline COC1=NC=CC2=C(C=CC=C12)S(=O)(=O)N1[C@@H](CNCCC1)C